4-chloro-5-(1-fluorocyclopropyl)-1-(tetrahydro-2H-pyran-2-yl)-6-(trifluoromethyl)-1H-indazole ClC1=C2C=NN(C2=CC(=C1C1(CC1)F)C(F)(F)F)C1OCCCC1